4-bromo-3-iodo-5-(3-isopropoxyphenyl)-5,8,8-trimethyl-9,10-dihydro-7H-benzo[b][1,8]naphthyridin-6-one BrC=1C=2C(C3=C(NC2N=CC1I)CC(CC3=O)(C)C)(C)C3=CC(=CC=C3)OC(C)C